1,12-bis(trimethylsiloxy)dodecene methyl-1-(2-(2-hydroxyethoxy)ethyl)-1H-pyrazole-4-carboxylate COC(=O)C=1C=NN(C1)CCOCCO.C[Si](OC=CCCCCCCCCCCO[Si](C)(C)C)(C)C